FC=1C(=CC(=C(C(=O)NC2=C(C=CC=C2)C)C1)OC(C)CCC)N1N=C(N(C1=O)C)[C@H](C)O 5-fluoro-4-{3-[(1S)-1-hydroxyethyl]-4-methyl-5-oxo-4,5-dihydro-1H-1,2,4-triazol-1-yl}-N-(2-methylphenyl)-2-(pentan-2-yloxy)benzamide